Cl.N1=CC=CC2=CC=CC(=C12)C(=O)Cl Quinoline-8-carbonyl chloride hydrochloride